4-(ethoxy-(methyl)phosphino)-2-acetoxybutyl cyanide C(C)OP(CCC(CC#N)OC(C)=O)C